trimethyl 1-carbonylpropane-1,2,2-tricarboxylate C(=O)=C(C(C)(C(=O)OC)C(=O)OC)C(=O)OC